1-(5-(6-chloro-8-cyclopropoxy-7-(5-methyl-1H-indazol-4-yl)-2-(((S)-1-methylpyrrolidin-2-yl)methoxy)quinazolin-4-yl)-2,5-diazabicyclo[2.2.1]Hept-2-yl)prop-2-en-1-one ClC=1C=C2C(=NC(=NC2=C(C1C1=C2C=NNC2=CC=C1C)OC1CC1)OC[C@H]1N(CCC1)C)N1C2CN(C(C1)C2)C(C=C)=O